BrC1=C(C(=CC(=C1)C(C(F)(F)F)(C(F)(F)F)F)I)NC(C1=C(C(=CC=C1)N(C(=O)C=1C=NC(=CC1)F)OC(=O)C1CC1)F)=O N-(2-bromo-4-(perfluoropropan-2-yl)-6-iodophenyl)-2-fluoro-3-(((cyclopropanecarbonyl)oxy)(6-fluoropyridine-3-carbonyl)amino)benzamide